2-cyclobutyl-6-methyl-N-(3-(4'-(trifluoromethoxy)-[1,1'-biphenyl]-4-yl)propyl)thieno[2,3-d]pyrimidin-4-amine C1(CCC1)C=1N=C(C2=C(N1)SC(=C2)C)NCCCC2=CC=C(C=C2)C2=CC=C(C=C2)OC(F)(F)F